[Si](C)(C)(C(C)(C)C)OC1C(OCC1CF)C=O 3-((tert-butyldimethylsilyl)oxy)-4-(fluoromethyl)tetrahydrofuran-2-carbaldehyde